2-[3-(benzyloxy)phenyl]-3-[(tert-butoxycarbonyl)amino]propionic acid C(C1=CC=CC=C1)OC=1C=C(C=CC1)C(C(=O)O)CNC(=O)OC(C)(C)C